N-(4-(2-(2-cyclopropylpyrimidin-5-yl)propyl)-6-(((R)-1-hydroxy-4-methylpentan-2-yl)amino)-1,3,5-triazin-2-yl)methanesulfonamide C1(CC1)C1=NC=C(C=N1)C(CC1=NC(=NC(=N1)N[C@@H](CO)CC(C)C)NS(=O)(=O)C)C